ClC1=C(C=CC=C1)[C@H]1N(CC[C@H](C1)C(F)(F)F)C(=O)N[C@@H](C)\C=C\S(=O)(=O)C (2S,4r)-2-(2-chlorophenyl)-N-((S,E)-4-(methylsulfonyl)but-3-en-2-yl)-4-(trifluoromethyl)piperidine-1-carboxamide